2,4,6-tris(((3-(dimethylamino)propyl)amino)methyl)phenol CN(CCCNCC1=C(C(=CC(=C1)CNCCCN(C)C)CNCCCN(C)C)O)C